1,5-Naphthylendiamin C1=CC2=C(C=CC=C2N)C(=C1)N